(2R,3R,4R,5S)-4-[[3-[3-(Difluoromethyl)-4-fluoro-2-methoxy-phenyl]-4,5-dimethyl-5-(trifluoromethyl)tetrahydrofuran-2-carbonyl]amino]pyridin-2-carboxamid FC(C=1C(=C(C=CC1F)[C@@H]1[C@@H](O[C@@]([C@@H]1C)(C(F)(F)F)C)C(=O)NC1=CC(=NC=C1)C(=O)N)OC)F